NC1=NC=NC=2C3=C(CC(C12)(C)C)C(=C(C=C3)OC)NC[C@H](CCl)O (2R)-1-[(4-amino-8-methoxy-5,5-dimethyl-6H-benzo[H]quinazolin-7-yl)amino]-3-chloro-propan-2-ol